C(CC)(=O)O.C(C)C=1C(=C(C(=C2N(C(C(N2)=O)=O)CCCCCC)OC)C=CC1)OC Ethylhexyldimethoxybenzylidenedioxoimidazoline propionate